FC1=C(C=CC(=C1)F)CC(=O)N1CCN(CC1)C1=CC=C(C=C1)O 2-(2,4-Difluorophenyl)-1-[4-(4-hydroxyphenyl)-piperazin-1-yl]-ethanone